[4-(2,4-difluorophenyl)triazol-1-yl]methyl-trimethyl-silane FC1=C(C=CC(=C1)F)C=1N=NN(C1)C[Si](C)(C)C